ClC1=[NH+]C=CC=C1 ortho-chloropyridinium